5-Bromo-3-hydroxy-3-phenylisoindolin-1-one BrC=1C=C2C(NC(C2=CC1)=O)(C1=CC=CC=C1)O